COC([C@@](CI)(C)NC(=O)OCC1=CC=CC=C1)=O (R)-2-(((benzyloxy)carbonyl)amino)-3-iodo-2-methylpropanoic acid methyl ester